[1,2,3]Triazole-1-ol N1(N=NC=C1)O